(4-(8-amino-1-(4-aminophenyl)imidazo[1,5-a]pyrazin-3-yl)-3,6-dihydropyridin-1(2H)-yl)-2-methylpropan-1-one NC=1C=2N(C=CN1)C(=NC2C2=CC=C(C=C2)N)C=2CCN(CC2)C(C(C)C)=O